C(C1=CC=CC=C1)OC1=CC=C(C=C1)N(C(=O)C=1C=C(N(C1C)C)C=1C=C2CCN(CC2=CC1C(=O)[O-])C(=O)[O-])C.[Li+].[Li+] lithium 6-(4-{[4-(benzyloxy) phenyl] (methyl) carbamoyl}-1,5-dimethyl-1H-pyrrol-2-yl)-1,2,3,4-tetrahydroisoquinoline-2,7-dicarboxylate